dimethyl (2-(3-(benzyloxy)phenyl)-2-cyclopropylethyl)phosphonate C(C1=CC=CC=C1)OC=1C=C(C=CC1)C(CP(OC)(OC)=O)C1CC1